(3aR,5aR,8aR,8bS)-2,2,6,6,7,8,8-Heptamethyldecahydro-2H-indeno[4,5-b]furan CC1(C[C@@H]2[C@H](O1)[C@H]1C(C(C([C@@H]1CC2)(C)C)C)(C)C)C